3-(6-(7-chloro-1,2,3,4-tetrahydroisoquinoline-2-carbonyl)benzo[d]oxazol-2-yl)piperidine-2,6-dione ClC1=CC=C2CCN(CC2=C1)C(=O)C1=CC2=C(N=C(O2)C2C(NC(CC2)=O)=O)C=C1